CC1CC2C3C4C5C6C=CC(C5C(C3C1C2)C4)C6 12-methyl-hexacyclo[6.6.1.13,6.110,13.02,7.09,14]-4-heptadecene